O=C1NC(CCC1N1C(C2=CC=CC(=C2C1=O)NCC1=CC(=C(C=C1)CN1CCC(CC1)C1CCOCC1)C)=O)=O 2-(2,6-dioxopiperidin-3-yl)-4-(3-methyl-4-((4-(tetrahydro-2H-pyran-4-yl)piperidin-1-yl)methyl)benzylamino)isoindoline-1,3-dione